ClC1=CC(=C(OCC(C(=O)OC(C)(C)C)=C)C=C1)NC(=O)NCC=1C=C2CN(C(C2=CC1)=O)C1C(NC(CC1)=O)=O tert-butyl 2-((4-chloro-2-(3-((2-(2,6-dioxopiperidin-3-yl)-1-oxoisoindolin-5-yl)methyl)ureido)phenoxy)methyl)acrylate